tris(2-cyanoethyl)amine C(#N)CCN(CCC#N)CCC#N